C(C)(=O)OC[C@H]1O[C@H]([C@@H](C1)OC(C)=O)N1C2=NC(=NC=C2N(C1=O)CC1=CC=C(C=C1)C=O)N ((2S,4R,5R)-4-acetoxy-5-(2-amino-7-(4-formylbenzyl)-8-oxo-7,8-dihydro-9H-purin-9-yl) tetrahydrofuran-2-yl)methyl acetate